4-(4-cyano-2-methoxyphenyl)-5-((3,3-difluorocyclobutyl)methoxy)-2,8-dimethyl-1,4-dihydro-1,6-naphthyridine-3-carboxylic acid benzyl ester C(C1=CC=CC=C1)OC(=O)C1=C(NC2=C(C=NC(=C2C1C1=C(C=C(C=C1)C#N)OC)OCC1CC(C1)(F)F)C)C